4-hydroxytetramethylpiperidine 1-oxide OC1C(C([N+](CC1)(C)[O-])(C)C)C